COC(C1=C(C=CC(=C1)C=1N=NN(C1)C=1N(N=C(C1C(F)(F)F)C(C(F)(F)F)(F)F)C)Cl)=O 2-Chloro-5-[1-(2-methyl-5-pentafluoroethyl-4-trifluoromethyl-2H-pyrazol-3-yl)-1H-[1,2,3]triazol-4-yl]-benzoic acid methyl ester